C(C)C(C(=O)N[C@H](C(=O)O)CCN(CCCCC1=NC=2NCCCC2C=C1)CCOC1=CC=CC=C1)CC(F)(F)F (2S)-2-(2-ethyl-4,4,4-trifluorobutanamido)-4-((2-phenoxyethyl)(4-(5,6,7,8-tetrahydro-1,8-naphthyridin-2-yl)butyl)amino)butanoic acid